C(CCC(=O)O)(=O)O.FC1=C(C(=O)NC2=NC(=CC=C2)C(=O)C2CCN(CC2)C)C(=CC(=C1)F)F.FC1=C(C(=O)NC2=NC(=CC=C2)C(=O)C2CCN(CC2)C)C(=CC(=C1)F)F 2,4,6-trifluoro-N-[6-(1-methyl-piperidine-4-carbonyl)-pyridin-2-yl]Benzamide hemisuccinate